C1(CCC1)C1N(CCOC1)C(=O)N1CC2(CCCC2)C(CC1)(O)CN1C=NC(=CC1=O)C1=CC=CC=C1 3-((7-(3-Cyclobutylmorpholine-4-carbonyl)-10-hydroxy-7-azaspiro[4.5]decan-10-yl)methyl)-6-phenylpyrimidin-4(3H)-one